C(#N)C1=CC=C(C=C1)C1=CC=C(C=C1)C1=CC=C(N1)C(=O)N (2S,5R)-5-[4-(4-cyanophenyl)phenyl]-1H-pyrrole-2-carboxamide